2-((1-(2-bromo-2,2-difluoroacetyl)piperidin-4-yl)methyl)-5,6-dimethoxy-2,3-dihydro-1H-inden-1-one BrC(C(=O)N1CCC(CC1)CC1C(C2=CC(=C(C=C2C1)OC)OC)=O)(F)F